((2-(tert-butoxy)-2-oxoethyl)(1,3-dioxoisoindolin-2-yl)carbamoyl)-L-valine tert-butyl ester C(C)(C)(C)OC([C@@H](NC(N(N1C(C2=CC=CC=C2C1=O)=O)CC(=O)OC(C)(C)C)=O)C(C)C)=O